C1(CC1)C1=NC(=CC(=N1)C(=O)NC1=CC(=CC=C1)C1(COC1)CC1=NN=CN1C)CN1C[C@H](CC1)F (S)-2-cyclopropyl-6-((3-fluoropyrrolidin-1-yl)methyl)-N-(3-(3-((4-methyl-4H-1,2,4-triazol-3-yl)methyl)oxetan-3-yl)phenyl)pyrimidine-4-carboxamide